FC(C=1C=C(OC2=CC(=C(C=C2F)CNC(=O)C=2SC=NN2)F)C=C(C1)C(F)(F)F)(F)F N-({4-[3,5-bis(trifluoromethyl)phenoxy]-2,5-difluorophenyl}methyl)-1,3,4-thiadiazole-2-carboxamide